FC1=CC=C(C=C1)[C@H]([C@H]1CNC2=C(N1)N=CC=C2)NCCC2=CC=C(C#N)C=C2 |r| 4-(2-(((R and S)-(4-fluorophenyl)((R and S)-1,2,3,4-tetrahydropyrido[2,3-b]pyrazin-3-yl)methyl)amino)ethyl)benzonitrile